ClC=1C=CC2=C(N(C3=C(CC2)C=CC=C3)CCCN(CC/C=C/C(=O)OCC)C(C(F)(F)F)=O)C1 Ethyl (E)-5-[3-(3-chloro-10,11-dihydro-5H-dibenzo[b,f]azepin-5-yl)propyl-(2,2,2-trifluoroacetyl)amino]pent-2-enoate